CC=1C(=C(C(=C(C1Br)C)C)Br)C tetramethyl-3,6-dibromobenzene